2-(3-(5-amino-6-(2-methyl-2H-1,2,3-triazol-4-yl)pyrazin-2-yl)-4-methylphenyl)-3,3,3-trifluoro-2-hydroxypropanamide trifluoroacetate FC(C(=O)O)(F)F.NC=1N=CC(=NC1C1=NN(N=C1)C)C=1C=C(C=CC1C)C(C(=O)N)(C(F)(F)F)O